3-(4-Fluorophenyl)-N-(1-(7-iodothieno[3,2-d]pyrimidin-4-yl)piperidin-4-yl)propanamide FC1=CC=C(C=C1)CCC(=O)NC1CCN(CC1)C=1C2=C(N=CN1)C(=CS2)I